F[C@@H]1[C@@H]([C@@H](N(C1)C(C(C)C)=O)CC=1C(=C(C=CC1)C1=C(C=CC(=C1)F)F)F)NS(=O)(=O)C N-{(2S,3R,4S)-4-fluoro-1-(2-methylpropanoyl)-2-[(2,2',5'-trifluoro[1,1'-biphenyl]-3-yl)methyl]pyrrolidin-3-yl}methanesulfonamide